C(C)(C)(C)N(C(O)=O)C1CCN(CC1)C=1N=C(C2=CC(=CC=C2C1)C1=C(C=CC=C1C(F)(F)F)F)C1=CC(=C(C=C1)C#N)F.C(C([2H])[2H])(N)([2H])[2H] ethan-1-amine-1,1,2,2-d4 tert-butyl-(1-(1-(4-cyano-3-fluorophenyl)-7-(2-fluoro-6-(trifluoromethyl)phenyl)isoquinolin-3-yl)piperidin-4-yl)carbamate